naphthalenediate C=1(C(=CC=C2C=CC=CC12)C(=O)[O-])C(=O)[O-]